14-carboxy-N,N,N-trimethyl-3,6,9,12-tetraoxatetradecan-1-aminium chloride [Cl-].C(=O)(O)CCOCCOCCOCCOCC[N+](C)(C)C